methyl 5-(hydroxymethyl)-2-(4,4,5,5-tetramethyl-1,3,2-dioxaborolan-2-yl)benzoate OCC=1C=CC(=C(C(=O)OC)C1)B1OC(C(O1)(C)C)(C)C